CC1=CC2=C(NC(=N2)C(=O)O)C=C1 5-methyl-1H-benzo[d]imidazole-2-carboxylic acid